1-{1-[(3bR,4aR)-1-{2-[4-(2,3-Dimethylphenyl)piperazin-1-yl]-2-oxoethyl}-3b,4,4a,5-tetrahydro-1H-cyclopropa[3,4]cyclopenta[1,2-c]pyrazol-3-carbonyl]piperidin-2-yl}pyrrolidin-2-on CC1=C(C=CC=C1C)N1CCN(CC1)C(CN1N=C(C2=C1C[C@@H]1[C@H]2C1)C(=O)N1C(CCCC1)N1C(CCC1)=O)=O